C=1N=C(N2C1COCC2)C=2C1=C(N(N2)C2=CC=C(C=C2)CN2CCOCC2)C=2C=CC=C(C2S(C1)(=O)=O)C(F)(F)F 3-(5,6-dihydro-8H-imidazo[5,1-c][1,4]oxazin-3-yl)-6-(trifluoromethyl)-1-(4-(morpholinomethyl)phenyl)-1,4-dihydrothiochromeno[4,3-c]pyrazole 5,5-dioxide